(S)-benzyl 1-((4-fluorophenyl)(methyl)amino)-3-hydroxy-1-oxopropan-2-ylcarbamate FC1=CC=C(C=C1)N(C([C@H](CO)NC(OCC1=CC=CC=C1)=O)=O)C